3-Methoxybenzylidene-malonic acid dipropyl ester C(CC)OC(C(C(=O)OCCC)=CC1=CC(=CC=C1)OC)=O